C(CCCCCCCCCCCCCCCCC)N1C(=C(C(C=C1)=O)O)C(C)=O N-octadecyl-2-acetyl-3-hydroxypyridin-4-one